2-chloro-3-methyl-3H,4H-thieno[3,2-d]pyrimidin-4-one ClC=1N(C(C2=C(N1)C=CS2)=O)C